C1(CC1)C1=NNC(=N1)C1CC2(CN(C2)C(=O)N2CC3(C2)CC(C3)CC3=NC=C(C=C3)S(=O)(=O)C(F)(F)F)C1 [6-(3-cyclopropyl-1H-1,2,4-triazol-5-yl)-2-azaspiro[3.3]heptan-2-yl]-[6-[(5-triflyl-2-pyridyl)methyl]-2-azaspiro[3.3]heptan-2-yl]methanone